BrC=1C=C2C(=NC=NN2C1)C1=CC(=C(C=C1)CN)C [4-(6-bromopyrrolo[2,1-f][1,2,4]triazin-4-yl)-2-methyl-phenyl]methanamine